CC=1N=C2N(N=C(C=C2C)C=2N=C3N(C(C2)=O)C=C(C=C3)N3C[C@H](NCC3)C)C1 2-(2,8-dimethylimidazo[1,2-b]pyridazin-6-yl)-7-[(3R)-3-methylpiperazin-1-yl]pyrido[1,2-a]pyrimidin-4-one